ClC1=CC=C(CN2N(C3=C(CN(CC3)CC3=CC(=CC(=C3)F)F)C2=O)CCNC(=O)C2CC(C2)O)C=C1 N-(2-(2-(4-chlorobenzyl)-5-(3,5-difluorobenzyl)-3-oxo-2,3,4,5,6,7-hexahydro-1H-pyrazolo[4,3-c]pyridin-1-yl)ethyl)-3-hydroxycyclobutane-1-carboxamide